OC[C@@H]1OC([C@@H]2[C@H]1OC(O2)(C)C)O (3as,6s,6as)-6-(hydroxymethyl)-2,2-dimethyltetrahydrofurano[3,4-d][1,3]dioxol-4-ol